ClC1=CNC2=NC=CC(=C21)OC2=CC(=C(C=C2)NC(=O)NC=2C=NC(=C(C2)C(F)(F)F)CN2CCN(CC2)C)F 1-(4-((3-chloro-1H-pyrrolo[2,3-B]pyridin-4-yl)oxy)-2-fluorophenyl)-3-(6-((4-methylpiperazin-1-yl)methyl)-5-(trifluoromethyl)pyridin-3-yl)urea